C1(CCCC1)NC(N([C@H](C)C1=CNC(C2=CC=CC=C12)=O)C)=O |r| Racemic-3-cyclopentyl-1-methyl-1-(1-(1-oxo-1,2-dihydroisoquinolin-4-yl)ethyl)urea